O1C(OCC1)COC=1C=C(C=CC1)C1=CC2=C(N=CN=C2N(C)CC2=CC=CC=C2)N1 6-(3-((1,3-Dioxolan-2-yl)methoxy)phenyl)-N-benzyl-N-methyl-7H-pyrrolo[2,3-d]pyrimidin-4-amine